6-((5-fluoro-2-((3,4,5-trimethoxyphenyl)amino)pyrimidin-4-yl)amino)-2,2-dimethyl-2H-pyrido[3,2-b][1,4]oxazin-3(4H)-one benzenesulfonate C1(=CC=CC=C1)S(=O)(=O)O.FC=1C(=NC(=NC1)NC1=CC(=C(C(=C1)OC)OC)OC)NC=1C=CC=2OC(C(NC2N1)=O)(C)C